1,2,5,6-tetrahydropyrimidine N1CN=CCC1